(2S,4S)-1-(tert-butoxycarbonyl)-4-(thiazol-2-yl)pyrrolidine-2-carboxylic acid C(C)(C)(C)OC(=O)N1[C@@H](C[C@@H](C1)C=1SC=CN1)C(=O)O